(1-(4-fluorobenzyl)-1H-pyrazol-4-yl)(8-(hydroxymethyl)-2-(1-(trifluoromethyl)cyclopropane-1-carbonyl)-2,6-diazaspiro[3.4]octan-6-yl)methanone FC1=CC=C(CN2N=CC(=C2)C(=O)N2CC3(CN(C3)C(=O)C3(CC3)C(F)(F)F)C(C2)CO)C=C1